COC=1C=C2C(=NC1C1=C3CCC(C3=CC=C1)C#N)C=NN2 4-(6-methoxy-1H-pyrazolo[4,3-b]pyridin-5-yl)-2,3-dihydro-1H-indene-1-carbonitrile